CC=1C=C(C=CC1)NC1C(CCCC1)O 2-(3-methylphenylamino)cyclohexanol